(6-isopropoxypyridin-3-yl)boronic acid C(C)(C)OC1=CC=C(C=N1)B(O)O